N1(C=NC=C1)C(=O)OC methyl 1H-imidazole-1-carboxylate